tert-Butyl 2-amino-3-(2-hydroxypropan-2-yl)-10H-phenoxazine-10-carboxylate NC1=CC=2N(C3=CC=CC=C3OC2C=C1C(C)(C)O)C(=O)OC(C)(C)C